1-hydroxyethyl-3-methylimidazole hydrogensulfate S(=O)(=O)(O)O.OC(C)C1=NC=CN1C